BrC1=CC=C(C=C1)CC1CCC1 1-bromo-4-(cyclobutylmethyl)benzene